2-carboxyl-5-bromofuran C(=O)(O)C=1OC(=CC1)Br